3-amino-4-aminophenyl methyl sulfone CS(=O)(=O)C1=CC(=C(C=C1)N)N